N(=[N+]=[N-])CC1CN(C=2C=CN(C(C2C1)=O)CC1=CC=C(C=C1)OC)C1=CC=C(C=C1)C(F)(F)F 3-(azidomethyl)-6-(4-methoxybenzyl)-1-(4-(trifluoromethyl)phenyl)-2,3,4,6-tetrahydro-1,6-naphthyridin-5(1H)-one